gallium nitride N#[Ga]